chloro-2'-(2-(8-fluoro-2-((4-methoxybenzyl)(methyl)amino)-4-oxo-3,4-dihydroquinazolin-5-yl)ethoxy)-[1,1'-biphenyl]-3-carboxylic acid ClC1=C(C=CC=C1C(=O)O)C1=C(C=CC=C1)OCCC1=C2C(NC(=NC2=C(C=C1)F)N(C)CC1=CC=C(C=C1)OC)=O